1,2,5-trichlorobenzene ClC1=C(C=CC(=C1)Cl)Cl